FC=1C=C(CNC(=O)C2=CC=C(S2)C2=C(C(=NC3=C2C(N2CCC[C@@H]32)=O)CCC3=CC=C(C=C3)F)C(=O)O)C=CC1F (S)-4-(5-((3,4-difluorobenzyl)carbamoyl)thiophen-2-yl)-2-(4-fluorophenethyl)-5-oxo-7,8,9,9a-tetrahydro-5H-pyrido[2,3-a]pyrrolizine-3-carboxylic acid